NC(CCC(=O)O)CC1=CC=C(C=C1)O 4-amino-5-(p-hydroxyphenyl)-pentanoic acid